C(C)(=O)[O-].C(C)C(CN1C=[N+](C=C1)CC(CCCC)CC)CCCC 1,3-bis(2-ethylhexyl)imidazolium acetate